N-(4-(anilino)phenyl)pivalamide N(C1=CC=CC=C1)C1=CC=C(C=C1)NC(C(C)(C)C)=O